2-(3-methyl-4-(4,4,5,5-tetramethyl-1,3,2-dioxaborolan-2-yl)phenyl)acetonitrile CC=1C=C(C=CC1B1OC(C(O1)(C)C)(C)C)CC#N